N-(5-((9-chloro-7-(5-fluoro-1H-indol-1-yl)-2,3-dihydrobenzo[f][1,4]oxazepin-4(5H)-yl)methyl)pyrimidin-2-yl)acetamide ClC1=CC(=CC=2CN(CCOC21)CC=2C=NC(=NC2)NC(C)=O)N2C=CC1=CC(=CC=C21)F